O=C(CCSSC1=NC=CC=C1)NCCCC(=O)ON1C(CCC1=O)=O 4-[[1-oxo-3-(2-pyridyldithio)propyl]amino]-butyric acid, 2,5-dioxo-1-pyrrolidinyl ester